1,3-dihydro-spiro[indene-2,4'-piperidine] N1CCC2(CC1)CC1=CC=CC=C1C2